ClC=1C=C2C(=NC(=NC2=C(C1C1=CC=CC2=C1N=C(S2)N)F)N2CC1(C2)CCNC1)N1CCNCC1 4-[6-chloro-2-(2,7-diazaspiro[3.4]oct-2-yl)-8-fluoro-4-piperazin-1-yl-quinazolin-7-yl]-1,3-benzothiazol-2-amine